C12CN(CC(CC1)N2)CCN2C(C=CC1=CC=CC=C21)=O 1-(2-(3,8-Diazabicyclo[3.2.1]octan-3-yl)ethyl)quinolin-2(1H)-one